2-(2-(cyclopropanesulfonylamino)thiazol-4-yl)-N-(4-(6-methoxypyrazin-2-yl)phenyl)-2-methylpropanamide C1(CC1)S(=O)(=O)NC=1SC=C(N1)C(C(=O)NC1=CC=C(C=C1)C1=NC(=CN=C1)OC)(C)C